COC1=CC=C(CN2CC(OC3(CC3)C2=O)C2CCN(CC2)CCC2=CC=CC=C2)C=C1 7-(4-methoxybenzyl)-5-(1-phenethylpiperidin-4-yl)-4-oxa-7-azaspiro[2.5]octan-8-one